BrC1=C(C=C(C=C1)S(=O)(=O)NC1(CCCC1)CO)C 4-bromo-N-(1-(hydroxymethyl)cyclopentyl)-3-methylbenzenesulfonamide